NC1=NC(N(C=C1)C1=C(C=C(CN2CCC(CC2)NC(OC(C)(C)C)=O)C=C1)C)=O tert-butyl (1-(4-(4-amino-2-oxopyrimidin-1(2H)-yl)-3-methylbenzyl)piperidin-4-yl)carbamate